Tri(n-decyl)cyclohexane-1,2,4-tripropionate C(CCCCCCCCC)OC(CCC1C(CC(CC1)CCC(=O)OCCCCCCCCCC)CCC(=O)OCCCCCCCCCC)=O